C1(=CC=CC=C1)[S+](C1=CC=CC=C1)C1=CC=CC=C1.FC(C(F)F)(S(=O)(=O)[O-])F 1,1,2,2-tetrafluoroethanesulfonic acid triphenylsulfonium salt